CS(=O)(=O)C=1C=C(N)C=C(C1)C=1C=NNC1 3-(methylsulfonyl)-5-(1H-pyrazol-4-yl)aniline